2,5,6-trichloro-3-methyl-3-hydropyrimidin-4-one CN1C(=O)C(=C(N=C1Cl)Cl)Cl